FC(C=1C=CC2=C(C=C(S2)C(=O)OC2=C(C(=C(C(=C2F)F)F)F)F)C1)(F)P(O)(O)=O [difluoro({2-[(2,3,4,5,6-pentafluorophenoxy)carbonyl]-1-benzothiophen-5-yl})methyl]phosphonic acid